OCC[C@H]1[C@@H](CCCC1)O |o1:3,4| (1R*,2S*)-2-(2-Hydroxyethyl)cyclohexan-1-ol